1-(6-{1H-Pyrrolo[2,3-b]pyridin-2-yl}pyridin-2-yl)-1,4-diazepane N1C(=CC=2C1=NC=CC2)C2=CC=CC(=N2)N2CCNCCC2